1-(2-methoxyethyl)-N-(1-methylcyclopropyl)-3-(3-methyl-1,2,4-thiadiazol-5-yl)-2-oxo-benzimidazole-5-sulfonamide COCCN1C(N(C2=C1C=CC(=C2)S(=O)(=O)NC2(CC2)C)C2=NC(=NS2)C)=O